4-(1-(4-((3-Chloro-4-fluorophenyl)amino)-1-(4-(trifluoromethyl)benzyl)-1H-indol-7-amido)cyclopropyl)benzoic acid ClC=1C=C(C=CC1F)NC1=C2C=CN(C2=C(C=C1)C(=O)NC1(CC1)C1=CC=C(C(=O)O)C=C1)CC1=CC=C(C=C1)C(F)(F)F